N-[(1S)-5-[2-(2-aminopyridin-3-yl)-7-ethynyl-5-(pyrazol-1-yl)imidazo[4,5-b]pyridin-3-yl]-2,3-dihydro-1H-inden-1-yl]-3-formyl-4-hydroxybenzamide NC1=NC=CC=C1C1=NC=2C(=NC(=CC2C#C)N2N=CC=C2)N1C=1C=C2CC[C@@H](C2=CC1)NC(C1=CC(=C(C=C1)O)C=O)=O